N(C1=CC=CC=C1)C1=C(NC2=C1C(NC1(C2)CC1)=O)C1=CC(=NC=C1)NC(C(CC(F)F)C1=CC=C(C=C1)F)=O N-[4-(3'-anilino-4'-oxo-1',4',5',7'-tetrahydrospiro[cyclopropane-1,6'-pyrrolo[3,2-c]pyridin]-2'-yl)pyridin-2-yl]-4,4-difluoro-2-(4-fluorophenyl)butanamide